C1(CC1)C1=CC(=CC(=N1)C(=O)NC1=CC(=CC=C1)C1(COC1)C(C1=NN=CN1C)F)C=O 6-cyclopropyl-N-(3-(3-(fluoro(4-methyl-4H-1,2,4-triazol-3-yl)methyl)oxetan-3-yl)phenyl)-4-formylpicolinamide